4-methoxy-benzenesulfonamide COC1=CC=C(C=C1)S(=O)(=O)N